o-dibutyl-pentafluorobenzene C(CCC)C1(C(C(C(C=C1)F)(F)F)(CCCC)F)F